C12CC(CC(CC1)N2)C2=C(C(=O)N)C=CC=C2 3-endo-(8-azabicyclo[3.2.1]oct-3-yl)-benzamide